BrC1=NC=CC(=C1N)N 2-bromopyridine-3,4-diamine